1'-(2-{[6-(1-hydroxyethyl)-5-(trifluoro-methyl)pyridin-3-yl]oxy}ethyl)-2-oxo-1,2-dihydrospiro[indole-3,4'-piperidine]-5-carbonitrile OC(C)C1=C(C=C(C=N1)OCCN1CCC2(CC1)C(NC1=CC=C(C=C12)C#N)=O)C(F)(F)F